C(C1=CC=CC=C1)C=1C=NC(=NC1)C=1CCCNCC1 5-(5-benzylpyrimidin-2-yl)-2,3,4,7-tetrahydro-1H-azepine